(((trifluoromethyl) sulfonyl) oxy)-2,5-dihydro-1H-pyrrole-1-carboxylate FC(S(=O)(=O)OC1N(CC=C1)C(=O)[O-])(F)F